[6-(3-cyclopropyl-1H-1,2,4-triazol-5-yl)-2-azaspiro[3.3]heptan-2-yl]-[6-[[3-(trifluoromethyl)isoxazol-4-yl]methyl]-2,6-diazaspiro[3.3]heptan-2-yl]methanone C1(CC1)C1=NNC(=N1)C1CC2(CN(C2)C(=O)N2CC3(C2)CN(C3)CC=3C(=NOC3)C(F)(F)F)C1